BrCC1=CN=C(S1)C#N 5-(bromomethyl)thiazole-2-carbonitrile